4-(2-Fluoropyridin-3-yl)-3-(trifluoromethyl)phenylazide FC1=NC=CC=C1C1=C(C=C(C=C1)N=[N+]=[N-])C(F)(F)F